C(COCCC(=O)O)OCCC(=O)O 3,3'-(ethane-1,2-diylbis(oxy))dipropionic acid